2,2,3,3-tetramethyl-4,8,11,14-tetraoxa-3-silahexadecan-16-amine CC(C)([Si](OCCCOCCOCCOCCN)(C)C)C